N,N-di(3-aminopropyl)octylamine NCCCN(CCCN)CCCCCCCC